2-(10-dodecyl-3-ethyl-8,14-dioxo-7,9,13-trioxa-3-azaicosan-20-yl)propane-1,3-diyldioctanoate C(CCCCCCCCCCC)C(OC(OCCCN(CC)CC)=O)CCOC(CCCCCCC(CCCCCCCCC(=O)[O-])CCCCCCCCC(=O)[O-])=O